Cl.C(C)OC(=O)[C@H]1N[C@H]2C[C@]2(C1)CN=[N+]=[N-].FC1(CN(C1)CC1=CC=C(C=C1)C(C)=O)F 1-(4-((3,3-difluoroazetidin-1-yl)methyl)phenyl)ethan-1-one ethyl-(1S,3S,5S)-5-(azidomethyl)-2-azabicyclo[3.1.0]hexane-3-carboxylate hydrochloride